2,4,6-trihydroxydihydrochalcone C1=CC=C(C=C1)C(=O)C=CC2C(C=C(C=C2O)O)O